N-[1-(2-aminoethyl)piperidin-4-yl]-N-phenylpropanamide NCCN1CCC(CC1)N(C(CC)=O)C1=CC=CC=C1